(R)-4-methoxy-N-(3-(1-(4-methyl-4H-1,2,4-triazol-3-yl)propan-2-yl)phenyl)-6-(trifluoromethyl)picolinamide COC1=CC(=NC(=C1)C(F)(F)F)C(=O)NC1=CC(=CC=C1)[C@@H](CC1=NN=CN1C)C